FC(C=1C=C(C=C(C1)C(F)(F)F)NC(C(=O)C1=CC=C(C=C1)OC1=NC=NC2=CC(=C(C=C12)OC)OC)=O)(F)F (3,5-bis(trifluoromethyl)phenyl)-2-(4-((6,7-dimethoxyquinazolin-4-yl)oxy)phenyl)-2-oxoacetamide